(1R,3S,5R)-2-(2-(3-acetyl-5-(2-(methoxy-methyl)pyrimidin-5-yl)-1H-pyrazolo[3,4-c]pyridin-1-yl)acetyl)-N-(6-bromo-3-methylpyridin-2-yl)-5-methyl-2-azabicyclo[3.1.0]hexane-3-carboxamide C(C)(=O)C1=NN(C2=CN=C(C=C21)C=2C=NC(=NC2)COC)CC(=O)N2[C@@H]1C[C@@]1(C[C@H]2C(=O)NC2=NC(=CC=C2C)Br)C